(Z)-S-(2-(N-((4-amino-2-methylpyrimidin-5-yl)methyl) formamido)-5-(phosphonooxy)pent-2-en-3-yl) 2-propylpentanethioate C(CC)C(C(S\C(=C(\C)/N(C=O)CC=1C(=NC(=NC1)C)N)\CCOP(=O)(O)O)=O)CCC